3-((7-(3-Methylisoxazol-4-yl)-4-oxoquinazolin-3(4H)-yl)methyl)-N-(piperidin-4-ylmethyl)benzamide CC1=NOC=C1C1=CC=C2C(N(C=NC2=C1)CC=1C=C(C(=O)NCC2CCNCC2)C=CC1)=O